FC(C(C(=O)N1C[C@H]2OC3=C([C@@H]1C2)C=NC=C3C#C[Si](C(C)C)(C(C)C)C(C)C)(C)C)F 3,3-difluoro-2,2-dimethyl-1-((2S,5S)-9-((triisopropylsilyl)ethynyl)-2,3-dihydro-2,5-methanopyrido[3,4-f][1,4]oxazepin-4(5H)-yl)propan-1-one